Cl.C(C)OC(C(C(C)C)(C1=C(C=CC(=C1)C1=C2N=CN(C2=NC=N1)C(C)C)F)CN)=O 2-(aminomethyl)-2-(2-fluoro-5-(9-isopropyl-9H-purin-6-yl)phenyl)-3-methylbutanoic acid ethyl ester hydrochloride